5-[(2-Chloroethoxy)methyl]-1,3,4-oxadiazol-2(3H)-one ClCCOCC1=NNC(O1)=O